N-(2-sulfamoyl-4-pyridyl)-5-(trifluoromethyl)-2-[3-(trifluoromethyl)azetidin-1-yl]pyridine-3-carboxamide S(N)(=O)(=O)C1=NC=CC(=C1)NC(=O)C=1C(=NC=C(C1)C(F)(F)F)N1CC(C1)C(F)(F)F